(2R,4aR,7S)-12-chloro-7-((dimethylamino)methyl)-10-fluoro-11-((R)-2-fluoro-6-hydroxyphenyl)-2-Methyl-2,3,4,4a,6,7-hexahydro-8-oxa-3,5a,9,13c-tetraazanaphtho[3,2,1-de]anthracene ClC1=CC2=C3C=4N(C[C@@H](OC4N=C2C(=C1C1=C(C=CC=C1O)F)F)CN(C)C)C[C@H]1CN[C@@H](CN13)C